ClC=1C(=C(C=CC1)B(O)O)[Si](C)(C)C (3-chloro-2-(trimethylsilyl)phenyl)boronic acid